di-tert-butyl ((2-((8,9-difluoro-6-oxo-1,4,5,6-tetrahydro-2H-pyrano[3,4-c]isoquinolin-1-yl)(methyl)carbamoyl)-5,6-difluoro-1H-indol-1-yl)methyl) phosphate P(=O)(OC(C)(C)C)(OC(C)(C)C)OCN1C(=CC2=CC(=C(C=C12)F)F)C(N(C)C1COCC=2NC(C=3C=C(C(=CC3C21)F)F)=O)=O